((methylthio)methyl)-1H-imidazole-2-carboxylic acid ethyl ester C(C)OC(=O)C=1N(C=CN1)CSC